FC=1C=C(C(=C2C=C(NC12)S(=O)(=O)N1CCCC1)C1CC(C1)C=O)C 3-(7-fluoro-5-methyl-2-(pyrrolidin-1-ylsulfonyl)-1H-indol-4-yl)cyclobutane-1-carbaldehyde